(1-((1-((tert-butyldiphenylsilyl)oxy)-2-methylpropan-2-yl)sulfonyl)cyclopropyl)methanol [Si](C1=CC=CC=C1)(C1=CC=CC=C1)(C(C)(C)C)OCC(C)(C)S(=O)(=O)C1(CC1)CO